(R)-6-(5-methylthiazol-2-yl)-N-(1-(2-(trifluoromethyl)pyrimidin-5-yl)ethyl)-pyrido[3,2-d]pyrimidin-4-amine CC1=CN=C(S1)C=1C=CC=2N=CN=C(C2N1)N[C@H](C)C=1C=NC(=NC1)C(F)(F)F